C(C)(=O)[O-].[I+] Monoiodine Acetate